dibenzyl-4-fluoropyrrolid C(C1=CC=CC=C1)C1=C([N-]C=C1F)CC1=CC=CC=C1